6-pyrrolidin-1-yl-pyridin N1(CCCC1)C1=CC=CC=N1